(M)-6-Chloro-4-[(2S,5R)-2,5-dimethyl-4-prop-2-enoyl-piperazin-1-yl]-1-(2-isopropyl-4-methyl-3-pyridyl)-7-(4-methylthiazol-5-yl)pyrido[2,3-d]pyrimidin-2-one ClC1=CC2=C(N(C(N=C2N2[C@H](CN([C@@H](C2)C)C(C=C)=O)C)=O)C=2C(=NC=CC2C)C(C)C)N=C1C1=C(N=CS1)C